copper(II) 2-pyrazinecarboxylate N1=C(C=NC=C1)C(=O)[O-].[Cu+2].N1=C(C=NC=C1)C(=O)[O-]